ClC=1C=C(CC=2C=C(C=CC2)C(CC(=O)O)NC(=O)NC=2C(N(C=C(C2O)C)C)=O)C=CC1 3-(3-(3-chlorobenzyl)phenyl)-3-(3-(4-hydroxy-1,5-dimethyl-2-oxo-1,2-dihydro-pyridin-3-yl)ureido)propanoic acid